N-(5-(((2S,4R)-4-((6-methoxypyrimidin-4-yl)oxy)-2-methylpyrrolidin-1-yl)methyl)thiazol-2-yl)acetamide COC1=CC(=NC=N1)O[C@@H]1C[C@@H](N(C1)CC1=CN=C(S1)NC(C)=O)C